COC(=O)C1=C(C(=C(C=C1F)C1=CC=C(C=C1)OC)F)F 2,3,5-trifluoro-4'-methoxy-[1,1'-biphenyl]-4-carboxylic acid methyl ester